aluminum monohydroxide salt [OH-].[Al+]